(S)-1'-(5-((3-amino-2-chlorophenyl)thio)pyrazin-2-yl)-1,3-dihydrospiro[indene-2,4'-piperidin]-1-amine NC=1C(=C(C=CC1)SC=1N=CC(=NC1)N1CCC2(CC1)[C@@H](C1=CC=CC=C1C2)N)Cl